methyl 2-(3,3,3-trifluoropropyl)-4,5-dihydrooxazole-4-carboxylate FC(CCC=1OCC(N1)C(=O)OC)(F)F